3-(5-(((3S,4s)-4-methyl-1-((2-methylquinolin-6-yl)methyl)pyrrolidin-3-yl)-oxy)-1-oxoisoindolin-2-yl)piperidine-2,6-dione C[C@@H]1[C@@H](CN(C1)CC=1C=C2C=CC(=NC2=CC1)C)OC=1C=C2CN(C(C2=CC1)=O)C1C(NC(CC1)=O)=O